N-(3-(2H-tetrazol-5-yl)propyl)-3-((2-amino-4-(butylamino)-6-methylpyrimidin-5-yl)methyl)-4-methoxybenzamide N=1NN=NC1CCCNC(C1=CC(=C(C=C1)OC)CC=1C(=NC(=NC1C)N)NCCCC)=O